FC1(CCCCC1)CNC=1N=CC2=C(N1)NC=C2C2=CC=1N(C=C2)N=CC1C(=O)N[C@@H](C(F)(F)F)C (R)-5-(2-(((1-fluorocyclohexyl)methyl)amino)-7H-pyrrolo[2,3-d]pyrimidin-5-yl)-N-(1,1,1-trifluoropropan-2-yl)pyrazolo[1,5-a]pyridine-3-carboxamide